C1(=CC=CC=C1)P1(C(C2=CC=CC=C2C=2C=CC=CC12)=O)=O 10-phenyl-9,10-dihydro-9-oxo-10-phosphaphenanthrene-10-oxide